C(C)(C)(C)OC(=O)N1C2CN(CC1C2)C2=NC=C(C=C2)C=2N=C(C1=C(N2)C=CO1)NC1=NN(C(=C1)C)C1OCCCC1 3-(5-(4-((5-methyl-1-(tetrahydro-2H-pyran-2-yl)-1H-pyrazol-3-yl)amino)furo[3,2-d]pyrimidin-2-yl)pyridin-2-yl)-3,6-diazabicyclo[3.1.1]heptane-6-carboxylic acid tert-butyl ester